N1(CCC2=CC=CC=C12)S(=O)(=O)C=1C=C(C(=O)NC2=C(C=CC=C2)OC)C=CC1 3-(indolin-1-ylsulfonyl)-N-(2-methoxyphenyl)benzamide